(s)-silyl ether [SiH3]O[SiH3]